4-bromo-3,3-dimethoxybutyraldehyde BrCC(CC=O)(OC)OC